NC1=CC=C(C=N1)C1CCN(CC1)C(=O)C1=NC=C(C(=C1)OC)OC1=CC=C(C=C1)OC (6-Amino-3',4',5',6'-tetrahydro-2'H-[3,4']bipyridinyl-1'-yl)-[4-methoxy-5-(4-methoxy-phenoxy)-pyridin-2-yl]-methanone